4-bromo-7-methoxy-2-(1-piperidinylmethyl)-1-(p-tolylsulfonyl)pyrrolo[2,3-c]pyridine BrC1=C2C(=C(N=C1)OC)N(C(=C2)CN2CCCCC2)S(=O)(=O)C2=CC=C(C=C2)C